CC1(C2=CC=CC(=C2OC=2C=C(C=CC12)P(C1=CC=CC=C1)C1=CC=CC=C1)P(C1=CC=CC=C1)C1=CC=CC=C1)C (9,9-dimethyl-9H-xanthene-3,5-diyl)bis(diphenylphosphine)